C(CCN1C(C=CC1=O)=O)N1C(C=CC1=O)=O N,N'-1,3-propylenebismaleimide